5-(3,4,6,7,8,8a-Hexahydro-1H-pyrrolo[1,2-a]pyrazin-2-yl)-N-[(1R)-1-[3-methoxy-5-(1-methylpyrazol-4-yl)phenyl]ethyl]-2-methyl-benzamide C1C2N(CCN1C=1C=CC(=C(C(=O)N[C@H](C)C3=CC(=CC(=C3)C=3C=NN(C3)C)OC)C1)C)CCC2